2'-((diphenylmethylene)amino)-5'-(4-methoxybenzyl)spiro[cyclohexane-1,4'-thieno[2,3-c]pyrrol]-6'(5'H)-one C1(=CC=CC=C1)C(C1=CC=CC=C1)=NC1=CC2=C(C(N(C23CCCCC3)CC3=CC=C(C=C3)OC)=O)S1